BrC1=CC=C(C=C1)C1=NC(=NC(=N1)C1=CC=C(C=C1)Br)C1=CC=C(C=C1)Br 2,4,6-tri(4-bromophenyl)-1,3,5-triazine